(E)-4-hydroxy-N-[[4-(hydroxymethyl)-3-methyl-7-[4-(trifluoromethoxy)phenyl]benzimidazol-5-yl]methyl]-N-methyl-but-2-enamide OC/C=C/C(=O)N(C)CC1=C(C2=C(N=CN2C)C(=C1)C1=CC=C(C=C1)OC(F)(F)F)CO